5-((N-(3-(3-chlorophenoxy)propyl)-2-(4-isopropylphenoxy)acetamido)methyl)pyrazolo[1,5-a]pyridine-3-carboxamide ClC=1C=C(OCCCN(C(COC2=CC=C(C=C2)C(C)C)=O)CC2=CC=3N(C=C2)N=CC3C(=O)N)C=CC1